rac-(5aR,6S,8aR)-5a-(4-bromophenyl)-3-chloro-8a-hydroxy-6-phenyl-5a,6,7,8a-tetrahydro-8H-cyclopenta[4,5]furo[3,2-b]pyridin-8-one BrC1=CC=C(C=C1)[C@]12[C@](C3=NC=C(C=C3O1)Cl)(C(C[C@H]2C2=CC=CC=C2)=O)O |r|